C[C@@H]1CN(C[C@@H](O1)C)C1=CC(=C(C=C1)NCC1=CC=C(C=C1)CN1[C@H]([C@@H]([C@H]([C@@H](C1)O)O)O)CO)[N+](=O)[O-] (2S,3S,4S,5R)-1-({4-[({4-[(2R,6S)-2,6-dimethylmorpholin-4-yl]-2-nitrophenyl}amino)methyl]phenyl}methyl)-2-(hydroxymethyl)piperidine-3,4,5-triol